FC1(OC2=C(O1)C=CC(=C2)OCC(=O)NC21CC(C2)(C1)NC(=O)C1=CC=C(C(=O)O)C=C1)F 4-[(3-{2-[(2,2-difluoro-2H-1,3-benzodioxol-5-yl)oxy]acetamido}bicyclo[1.1.1]-pent-1-yl)carbamoyl]benzoic acid